BrC1=C(C=CC(=C1)Cl)CNC 1-(2-Bromo-4-chlorophenyl)-N-methylmethanamine